C(#N)C=1C2=C(SC1NC([O-])=O)C=CC(=C2C2=C(C=C1C(=NC(=NC1=C2F)F)N2C[C@](CCC2)(C)O)C(F)(F)F)C(C)(C)C (3-cyano-tert-Butyl 4-(2,8-difluoro-4-((R)-3-hydroxy-3-methylpiperidin-1-yl)-6-(trifluoromethyl)quinazolin-7-yl)benzo[b]thiophen-2-yl)carbamate